C(C1=CC=CC=C1)OC1=CC(=C(C#N)C=C1OC=1C(=C2C=CNC2=C(C1F)F)Br)F 4-Benzyloxy-5-[(4-bromo-6,7-difluoro-1H-indol-5-yl)oxy]-2-fluoro-benzonitrile